1-(2-(2,2,7-trifluoro-3-oxo-6-(perfluorophenyl)-2,3-dihydro-4H-benzo[b][1,4]oxazin-4-yl)acetyl)piperidine-4-carboxylic acid FC1(C(N(C2=C(O1)C=C(C(=C2)C2=C(C(=C(C(=C2F)F)F)F)F)F)CC(=O)N2CCC(CC2)C(=O)O)=O)F